OC1=CC(=CC=2OC3=CC=CC(=C3C(C12)=O)O)C1=C(C=C(C=C1)OC)OC 1,8-dihydroxy-3-(2,4-dimethoxyphenyl)-9H-xanthen-9-one